Br.Br.Br.C1(CC(CC(C1)N)N)N cyclohexane-1,3,5-triamine trihydrobromide